2-[(propan-2-yl)amino]ethan-1-ol CC(C)NCCO